5-methyl-1,3,4-thiadiazol-2-ol CC1=NN=C(S1)O